C1=CC(=CC=C1CCC2=CNC3=C2C(=O)NC(=N3)N)C(=O)N[C@@H](CCC(=O)[O-])C(=O)[O-] The molecule is a dicarboxylic acid dianion obtained by deprotonation of both carboxy groups of pemetrexed. It is a dicarboxylic acid dianion and a N-acyl-L-alpha-amino acid anion. It is a conjugate base of a pemetrexed.